[Si](C)(C)(C(C)(C)C)OCC=1C=2N(C=C(C1)S(=O)(=O)NC1(CC1)C)C(=NC2)C=2SC(=NN2)C(F)F 8-(((tert-butyldimethylsilyl)oxy)methyl)-3-(5-(difluoromethyl)-1,3,4-thiadiazol-2-yl)-N-(1-methylcyclopropyl)imidazo[1,5-a]pyridine-6-sulfonamide